Propyl-Lithium C(CC)[Li]